C1(CC1)C(=O)N1[C@H]([C@H](C(C1)(F)F)NS(=O)(=O)CC)CC=1C(=C(C=CC1)C1=CC(=CC=C1)C(F)F)F N-[(2S,3R)-1-(cyclopropanecarbonyl)-2-{[3'-(difluoromethyl)-2-fluoro[1,1'-biphenyl]-3-yl]methyl}-4,4-difluoropyrrolidin-3-yl]ethanesulfonamide